1-((3,3-difluorocyclopentyl)methyl)-3-(difluoromethyl)-4-(trifluoromethyl)-1H-pyrazole FC1(CC(CC1)CN1N=C(C(=C1)C(F)(F)F)C(F)F)F